1-(2-Bromo-5-(methoxy-d3)-4-nitrophenyl)-4-(dimethoxymethyl)piperidine BrC1=C(C=C(C(=C1)[N+](=O)[O-])OC([2H])([2H])[2H])N1CCC(CC1)C(OC)OC